OC1(CC=CCC1)CCCC(C)C HYDROXYISOHEXYL-3-CYCLOHEXENE